BrC1=CC=C(C=N1)N1CCN(CC1)C(=O)N(C)C 4-(6-bromopyridin-3-yl)-N,N-dimethylpiperazine-1-carboxamide